S(=S)(=O)(O)O.NC1=CC=C(C=C1)N(CC)CC 2-amino-5-diethylaminobenzene thiosulfate